NC1=C(N=CC(=N1)SC=1C(=C(C=CC1)N=S(C)(C)=C=O)Cl)Cl ((3-((6-amino-5-chloropyrazin-2-yl)thio)-2-chlorophenyl)imino)dimethyl-lambda6-Thioketone